ON=C1C(S(CCC1)(=O)=O)(C)C 3-(Hydroxyimino)-2,2-dimethyltetrahydro-2H-thiopyran 1,1-dioxide